N-(3-chloro-4-fluorophenyl)-2-(1H-imidazol-1-yl)-5H-pyrrolo[3,2-d]pyrimidine-4-carboxamide ClC=1C=C(C=CC1F)NC(=O)C=1C2=C(N=C(N1)N1C=NC=C1)C=CN2